6-(2,6-Dichlorophenyl)-2-[[4-[2-(diethylamino)ethoxy]phenyl]amino]-8-methylpyrido[2,3-d]pyrimidin-7(8H)-one dihydrochloride Cl.Cl.ClC1=C(C(=CC=C1)Cl)C1=CC2=C(N=C(N=C2)NC2=CC=C(C=C2)OCCN(CC)CC)N(C1=O)C